C(C)(C)(C)OC(=O)N1C=CC2=C(C(=CC(=C12)C)OC)CN1C(CNCCC1)C1=CC=C(C=C1)C(=O)OC tert-butyl-5-methoxy-4-((2-(4-(methoxycarbonyl)phenyl)-1,4-diazepan-1-yl)methyl)-7-methyl-1H-indole-1-carboxylate